5-Amino-2-chloro-6-(4-chloro-2-fluoro-phenyl)pyrimidine-4-carboxylic acid NC=1C(=NC(=NC1C1=C(C=C(C=C1)Cl)F)Cl)C(=O)O